1-(5-(4-(pyridin-2-yl)-1,4-diazepan-1-yl)pentyl)-1H-benzo[d]imidazol-2(3H)-one N1=C(C=CC=C1)N1CCN(CCC1)CCCCCN1C(NC2=C1C=CC=C2)=O